OC1=C(C=O)C=C(C=C1OC)\C=C\C1=CC=C(C=C1)N1C(CCC1)CO (E)-2-hydroxy-5-(4-(2-(hydroxymethyl)pyrrolidin-1-yl)styryl)-3-methoxybenzaldehyde